FC1=CC=C(CNC(CN2N=C(C(=C2)C2=CC=NC3=CC=CC=C23)C2=NC=CC=C2)=O)C=C1 N-(4-fluorobenzyl)-2-(3-(pyridin-2-yl)-4-(quinolin-4-yl)-1H-pyrazol-1-yl)acetamide